F[C@@]12[C@H](CN(C1)C(C1=C(C=C(C=C1)S(N)(=O)=O)F)=O)CNC2 trans-3a-fluoro-5-(2-fluoro-4-sulfamoylbenzoyl)hexahydropyrrolo[3,4-c]Pyrrole